(1-(benzyloxy)-3-chloropropyl)benzene tert-butyl-(5-(2-((3-(trifluoromethyl)phenyl)amino)pyrimidin-4-yl)thiazol-2-yl)carbamate C(C)(C)(C)N(C(O)=O)C=1SC(=CN1)C1=NC(=NC=C1)NC1=CC(=CC=C1)C(F)(F)F.C(C1=CC=CC=C1)OC(CCCl)C1=CC=CC=C1